CC1C(NC(N1)=S)=O 5-methyl-2-thioxoimidazolidin-4-one